ClC1=CC=C(C=C1)C=1N=C2N(C=CC=C2)C1CN1C2CN(C(C1)CC2)C(=O)C2=C(C=CC=C2)F (-)-(5-{[2-(4-Chlorophenyl)imidazo[1,2-a]pyridin-3-yl]methyl}-2,5-diazabicyclo[2.2.2]oct-2-yl)-(2-fluorophenyl)methanon